Methyl 4-((2S,6S)-4-(3-amino-6-chloropyridazin-4-yl)-6-(fluoromethyl)morpholin-2-yl)benzoate NC=1N=NC(=CC1N1C[C@@H](O[C@@H](C1)CF)C1=CC=C(C(=O)OC)C=C1)Cl